CC(C)S(=O)(=O)NC1=C(C(=O)N)C=CC(=C1)C(F)(F)F 2-((1-methylethyl)sulfonamido)-4-(trifluoromethyl)benzamide